N-tert-butoxycarbonyl-L-tert-leucine C(C)(C)(C)OC(=O)N[C@@H](C(C)(C)C)C(=O)O